NC1=C2N=CN(C2=NC=N1)[C@H]1C(=C[C@H](O1)OC[P@@](=O)(OC1=CC=CC=C1)N[C@@H](C)C(=O)OCC)F |o1:17| ethyl ((R or S)-((((2R,5R)-5-(6-amino-9H-purin-9-yl)-4-fluoro-2,5-dihydrofuran-2-yl) oxy) methyl) (phenoxy)phosphoryl)-L-alaninate